C(=O)=C1CN(CCN1)S(=O)(=O)NCC 3-carbonyl-1-N-ethyl-piperazine-1-sulfonamide